(3R,6R)-4-Benzyl-6-hydroxy-3-isopropyl-1,4-diazepan-2-one C(C1=CC=CC=C1)N1[C@@H](C(NC[C@H](C1)O)=O)C(C)C